C1(CCCC1)SSSSC1CCCC1 cyclopentyl tetrasulfide